N-((1S,3S)-3-((5-bromopyridin-2-yl)oxy)cyclopentyl)-5-(methylthio)pyrimidin-2-amine BrC=1C=CC(=NC1)O[C@@H]1C[C@H](CC1)NC1=NC=C(C=N1)SC